11,12-Didehydro-γ-oxodibenz[b,f]azocine-5(6H)-butanoic acid O=C(CCC(=O)O)N1C2=C(C#CC3=C(C1)C=CC=C3)C=CC=C2